(2S,3S)-3-(2,4-difluorophenyl)-4-methylpentan-2-yl N-{[3-(acetoxymethoxy)-4-methoxypyridin-2-yl]carbonyl}-L-alaninate C(C)(=O)OCOC=1C(=NC=CC1OC)C(=O)N[C@@H](C)C(=O)O[C@@H](C)[C@@H](C(C)C)C1=C(C=C(C=C1)F)F